2-(4-(8-(4-acetylphenyl)-2-methyl-1H-imidazo[4,5-c]quinolin-1-yl)phenyl)-2-methylpropanenitrile C(C)(=O)C1=CC=C(C=C1)C1=CC=2C3=C(C=NC2C=C1)N=C(N3C3=CC=C(C=C3)C(C#N)(C)C)C